2-amino-5-(1H-pyrazol-3-yl)phenyl sulfurofluoridate S(OC1=C(C=CC(=C1)C1=NNC=C1)N)(=O)(=O)F